2,5-di-methylanisole CC1=C(C=C(C=C1)C)OC